[2-[5-(2-aminoethyl)pyrimidin-2-yl]-5-fluorophenyl]-[1-(2,2-difluoroethyl)pyrazol-4-yl]methanone NCCC=1C=NC(=NC1)C1=C(C=C(C=C1)F)C(=O)C=1C=NN(C1)CC(F)F